2,7-dicyanopyrene C(#N)C1=CC2=CC=C3C=C(C=C4C=CC(=C1)C2=C43)C#N